2-[4-[5-[(1R)-1-Aminoethyl]-2,3-dimethoxy-phenyl]pyrazol-1-yl]-N-methyl-acetamide dihydrochloride salt Cl.Cl.N[C@H](C)C=1C=C(C(=C(C1)C=1C=NN(C1)CC(=O)NC)OC)OC